(R)-3-(tert-butoxycarbonyl-(isopropyl)amino)-2-(4-chlorophenyl)propanoic acid C(C)(C)(C)OC(=O)N(C[C@H](C(=O)O)C1=CC=C(C=C1)Cl)C(C)C